(R)-2-(1-(2'-chloro-3-nitrobiphenyl-4-yl)pyrrolidin-3-yloxy)-5-(trifluoromethyl)pyridine ClC1=C(C=CC=C1)C1=CC(=C(C=C1)N1C[C@@H](CC1)OC1=NC=C(C=C1)C(F)(F)F)[N+](=O)[O-]